5-Cyclopropyl-8-[4-(hexyloxy)-3-methyl-phenyl]-4-[(1-naphthyl)methyl]-2-oxo-7-thia-1-azabicyclo[4.3.0]nona-3,5,8-triene-9-carboxylic acid C1(CC1)C=1C(=CC(N2C(=C(SC12)C1=CC(=C(C=C1)OCCCCCC)C)C(=O)O)=O)CC1=CC=CC2=CC=CC=C12